Methyl (1S,5R,7R)-3-benzyl-6-(cyclopropanecarbonyl)-3,6-diazabicyclo[3.2.1]octane-7-carboxylate C(C1=CC=CC=C1)N1C[C@H]2[C@@H](N([C@@H](C1)C2)C(=O)C2CC2)C(=O)OC